vinyl-tris-(2-ethoxyethoxy)silane C(=C)[Si](OCCOCC)(OCCOCC)OCCOCC